OC=1C=C(C=C(C1C(C)C)O)CCC1=CC=CC=C1 1-(3,5-dihydroxy-4-isopropylphenyl)-2-phenylethane